CN1C=C(C=C(C1=O)C)C=1C(=CC2=C(N(C(N=C2N2[C@H](CNCC2)C)=O)C=2C(=NC=CC2C)C(C)C)N1)C#N (S)-7-(1,5-dimethyl-6-oxo-1,6-dihydropyridin-3-yl)-1-(2-isopropyl-4-methylpyridin-3-yl)-4-(2-methylpiperazin-1-yl)-2-oxo-1,2-dihydropyrido[2,3-d]pyrimidine-6-carbonitrile